Methyl 8-bromo-9-(4-((1-(3,3-difluoropropyl)azetidin-3-ylidene)methyl)phenyl)-6,7-dihydro-5H-benzo[7]annulene-3-carboxylate BrC=1CCCC2=C(C1C1=CC=C(C=C1)C=C1CN(C1)CCC(F)F)C=CC(=C2)C(=O)OC